5-(7,8-dimethyl-[1,2,4]triazolo[1,5-a]pyridin-6-yl)-6-isopropyl-2-(4-(2-(methylsulfonyl)ethyl)piperazin-1-yl)-4H-pyrrolo[3,2-d]thiazol CC1=C(C=2N(C=C1C1=C(C=3N=C(SC3N1)N1CCN(CC1)CCS(=O)(=O)C)C(C)C)N=CN2)C